(S)-N-[(1S)-1-(3,4-Diaminophenyl)ethyl]-2-methylpropane-2-sulfinamide NC=1C=C(C=CC1N)[C@H](C)N[S@@](=O)C(C)(C)C